FC1=C(C(=CC=C1[N+](=O)[O-])F)N(C(OC(C)(C)C)=O)CCF tert-Butyl (2,6-difluoro-3-nitrophenyl)(2-fluoroethyl)carbamate